ONC(=O)CCCCCCC(=O)N1CCN(CC1)C1=CC=C(C=C1)C#CC1=CC=C(C=C1)/C=C/C(=O)OC(C)(C)C tert-butyl (2E)-3-{4-[2-(4-{4-[7-(hydroxycarbamoyl)heptanoyl]piperazin-1-yl}phenyl)ethynyl]phenyl}prop-2-enoate